dichloroisocyanuric acid sodium salt hydrate O.[Na].ClN1C(N(C(NC1=O)=O)Cl)=O